1-[6-(methoxymethyl)pyridin-3-yl]methylamine COCC1=CC=C(C=N1)CN